(S)-methylsulfoxide CS(=O)C